S(N)(=O)(=O)C1=NC=CC(=C1)N1C(CCC1C(F)(F)F)C(=O)N (2-sulfamoylpyridin-4-yl)-5-(trifluoromethyl)pyrrolidine-2-carboxamide